C(C)N1C2=CC=CC=C2C=2C=C(C=CC12)N1C(C=CC1=O)=O 1-(9-ethylcarbazol-3-yl)pyrrole-2,5-dione